5-(4-(2-isobutyl-2,7-diazaspiro[3.5]non-7-yl)phenyl)-3-methyl-2-(4-(methylsulfonyl)phenyl)-3H-imidazo[4,5-b]pyridine C(C(C)C)N1CC2(C1)CCN(CC2)C2=CC=C(C=C2)C2=CC=C1C(=N2)N(C(=N1)C1=CC=C(C=C1)S(=O)(=O)C)C